OCC1([C@@H](O)[C@H](O)[C@H](O1)CO)OCC1=CC=C(C(=C1C(=O)[O-])[N+](=O)[O-])OC 6-(fructosyl oxymethyl)-3-methoxy-2-nitrobenzoate